(Z)-2-(2-oxo-5-(trifluoromethoxy)indolin-3-ylidene)-N-phenylhydrazinecarbothioamide O=C\1NC2=CC=C(C=C2/C1=N/NC(NC1=CC=CC=C1)=S)OC(F)(F)F